methyl 2-((4-(2-(4-chloro-2-fluorophenyl)-2-methyl-3-carbonyl-2,3-dihydrobenzofuran-7-yl) Piperidin-1-yl)methyl)-1-(((S)-oxetan-2-yl)methyl)-1H-benzo[d]imidazole-6-carboxylate ClC1=CC(=C(C=C1)C1(OC2=C(C1=C=O)C=CC=C2C2CCN(CC2)CC2=NC1=C(N2C[C@H]2OCC2)C=C(C=C1)C(=O)OC)C)F